(1r,4r)-N1-(4-(5-(cyclopropylmethyl)-1-methyl-1H-pyrazol-4-yl)pyrimidin-2-yl)-4-methylcyclohexane-1,4-diamine C1(CC1)CC1=C(C=NN1C)C1=NC(=NC=C1)NC1CCC(CC1)(N)C